ClC=1C=C2C[C@@H](C3(C2=CC1)CCC(CC3)(C(=O)O)NC3=CC(=CC=C3)Cl)C[C@H](COC3=CC=NC=1CCC[C@H](C31)C)C (1R,2's,4s)-5'-chloro-4-(3-chloroanilino)-2'-[(2R)-2-methyl-3-{[(5R)-5-methyl-5,6,7,8-tetrahydroquinolin-4-yl]oxy}propyl]-2',3'-dihydrospiro[cyclohexane-1,1'-indene]-4-carboxylic acid